C[SiH](N[SiH](OCC)C)OCC 1,3-dimethyl-1,3-diethoxy-disilazane